6-(1-isopropylazetidin-3-yl)-7,8-dihydro-5h-1,6-naphthyridin-2-amine C(C)(C)N1CC(C1)N1CC=2C=CC(=NC2CC1)N